FC1=NC(=CC=C1CC=1C=NN(C1)C(=O)N[C@@H]1C(N(C2=C(OC1)C=CC(=C2)C#CC(C)(C)O)C)=O)F (S)-4-((2,6-Difluoropyridin-3-yl)methyl)-N-(7-(3-hydroxy-3-methylbut-1-yn-1-yl)-5-methyl-4-oxo-2,3,4,5-tetrahydrobenzo[b][1,4]oxazepin-3-yl)-1H-pyrazol-1-carboxamid